Cl(=O)(=O)[O-].[Fe+2].O=C1NC(CCC1N1C(C2=CC=C(C=C2C1=O)NC(COCCC(N1CCC(CC1)N1N=CC(=C1)C1=NC2=CC=CC=C2N=C1)=O)=O)=O)=O.Cl(=O)(=O)[O-] N-(2-(2,6-Dioxopiperidin-3-yl)-1,3-dioxoisoindolin-5-yl)-2-(3-oxo-3-(4-(4-(quinoxalin-2-yl)-1H-pyrazol-1-yl)piperidin-1-yl)propoxy)acetamide Iron chlorate